methyl 2-nitro-5-(perfluorophenoxy)benzoate [N+](=O)([O-])C1=C(C(=O)OC)C=C(C=C1)OC1=C(C(=C(C(=C1F)F)F)F)F